N[C@@H]1[C@@H](CCCCC1)C1=C(C2=NC(=CC(=C2S1)NCC=1SC=CC1)Cl)C 2-((1R,2S)-2-aminocycloheptyl)-5-chloro-3-methyl-N-(thiophen-2-ylmethyl)thieno[3,2-b]pyridin-7-amine